5-{2-[9-azabicyclo[3.3.1]non-3-yl-(methyl)amino][1,3]thiazolo[4,5-c]pyridin-6-yl}-2-methyl-2H-indazole-7-carbonitrile C12CC(CC(CCC1)N2)N(C=2SC1=C(C=NC(=C1)C1=CC3=CN(N=C3C(=C1)C#N)C)N2)C